OC1(CCC(CC1)NC(=O)C1CC(NCC1C)C)C(F)(F)F N-((1r,4R)-4-hydroxy-4-(trifluoromethyl)cyclohexyl)-2,5-dimethylpiperidine-4-carboxamide